3-benzyloxy-2-chloropropionic acid methyl ester COC(C(COCC1=CC=CC=C1)Cl)=O